(3-Chloro-4-fluorophenyl)-1-(6-methoxypyridin-3-yl)-1-((4-methyl-1H-pyrazol-3-yl)methyl)urea ClC=1C=C(C=CC1F)NC(N(CC1=NNC=C1C)C=1C=NC(=CC1)OC)=O